1-(2-Phenylpyrrolidin-1-yl)-7-Methoxy-9H-β-Carboline C1(=CC=CC=C1)C1N(CCC1)C1=NC=CC=2C3=CC=C(C=C3NC12)OC